BrC1=CN(C2=CC(=C(C=C12)N1C(NC(CC1)=O)=O)C)C1CCN(CC1)C(=O)OC(C)(C)C tert-Butyl 4-(3-bromo-5-(2,4-dioxotetrahydropyrimidin-1(2H)-yl)-6-methyl-1H-indol-1-yl)piperidine-1-carboxylate